NC1(CC1)C=O 1-aminocyclopropanal